methyl-(ferrocenylethyl)silane C[SiH2]CC[C-]1C=CC=C1.[CH-]1C=CC=C1.[Fe+2]